4,5,6,7-tetrahydro-1H-pyrazolo[4,3-c]pyridineamide N1N=C(C=2CNCCC21)C(=O)N